BrC1=CC=C(OC2=NN(C=N2)C)C=C1 (4-bromophenoxy)-1-methyl-1H-1,2,4-triazole